3-((dimethylamino)methyl)-N-(3-fluorophenyl)-4-hydroxy-4-(3-methoxyphenyl)piperidine-1-carboxamide CN(C)CC1CN(CCC1(C1=CC(=CC=C1)OC)O)C(=O)NC1=CC(=CC=C1)F